(1,3-bis(2,6-diisopropylphenyl)imidazolin-2-yl)(difluoromethyl)silver C(C)(C)C1=C(C(=CC=C1)C(C)C)N1C(N(CC1)C1=C(C=CC=C1C(C)C)C(C)C)[Ag]C(F)F